(R)-N-((1S,2R)-1-(5-bromo-2-fluorophenyl)-2-fluoro-3-oxo-3-(2,4,6-trioxo-1-(tetrahydro-2H-pyran-4-yl)hexahydropyrimidin-5-yl)propyl)-2-methylpropan-2-sulfinamide BrC=1C=CC(=C(C1)[C@@H]([C@H](C(C1C(NC(N(C1=O)C1CCOCC1)=O)=O)=O)F)N[S@](=O)C(C)(C)C)F